C(C)N(CCNC(=O)C1CCN(CC1)C1=C2C=CC=NC2=C(C=C1)C(F)(F)F)C 1-(8-trifluoromethyl-quinolin-5-yl)-piperidine-4-carboxylic acid [2-(ethyl-methyl-amino)-ethyl]-amide